N-{1-[(oxolan-2-yl)methyl]-1H-pyrazol-4-yl}quinazolin-4-amine O1C(CCC1)CN1N=CC(=C1)NC1=NC=NC2=CC=CC=C12